(E)-4-styrylpiperidine C(=C\C1=CC=CC=C1)/C1CCNCC1